eicos-5,8,11,14-tetraen-1-ol C(CCCC=CCC=CCC=CCC=CCCCCC)O